(1R,5S,6r)-3-(methylsulfonyl)-3-azabicyclo[3.1.0]hexan-6-amine CS(=O)(=O)N1C[C@@H]2C([C@@H]2C1)N